NC1=NN(C(=C1)C=1C=C2C=NC(=NC2=CC1)N(C(OC(C)(C)C)=O)C1CCC(CC1)N(C(=O)OC(C)(C)C)C(=O)OC(C)(C)C)C tert-butyl (6-(3-amino-1-methyl-1H-pyrazol-5-yl)quinazolin-2-yl)((1r,4r)-4-(bis(tert-butoxycarbonyl)amino)cyclohexyl)carbamate